(2R)-2-(azidomethyl)-6-(benzyloxy)-5-bromo-4-fluoro-2,3-dihydro-1-benzofuran N(=[N+]=[N-])C[C@@H]1OC2=C(C1)C(=C(C(=C2)OCC2=CC=CC=C2)Br)F